ClC1=NC2=CC(=C(C=C2C(=N1)NCC=1OC=CC1)OCCN(C)C)OC 2-Chloro-6-[2-(dimethylamino)ethoxy]-N-(furan-2-ylmethyl)-7-methoxyquinazolin-4-amine